C12CC(CC2C1)NS(=O)(=O)C1=CC(=CC=C1)C(=O)N1CC2(C3=CC(=CC=C13)NS(=O)(=O)C)CCC1(CC2)CC1 N-(bicyclo[3.1.0]hexan-3-yl)-3-(5''-(methylsulfonamido)dispiro[cyclopropane-1,1'-cyclohexane-4',3''-indoline]-1''-carbonyl)benzenesulfonamide